CC1=NN(C=C1C(=O)O)CCNCCO.OCCNCCN1N=CC(=C1)C(=O)OC Methyl 1-(2-((2-hydroxyethyl)amino)ethyl)-1H-pyrazole-4-carboxylate (Methyl 1-(2-((2-hydroxyethyl)amino)ethyl)-1H-pyrazole-4-carboxylate)